NCC1C(CN(C1)C1=C(C=C2C(C(=CN(C2=N1)C1CC1)C(=O)O)=O)F)=NOC 7-(4-aminomethyl-3-methoxyiminopyrrolidin-1-yl)-1-cyclopropyl-6-fluoro-4-oxo-1,4-dihydro[1,8]naphthyridine-3-carboxylic acid